2,3,6-trifluoro-4-(4,4,5,5-tetramethyl-1,3,2-dioxaborolan-2-yl)aniline FC1=C(N)C(=CC(=C1F)B1OC(C(O1)(C)C)(C)C)F